2-chloro-6-(3-cyclopropyl-1H-pyrazol-4-yl)pyridine ClC1=NC(=CC=C1)C=1C(=NNC1)C1CC1